2,3-Diethyl-5-(piperazin-1-yl)-2,3-dihydro-1,4-benzodioxine C(C)C1C(OC2=C(O1)C=CC=C2N2CCNCC2)CC